C1(CC1)N1CC(CC1=O)C(=O)NCC1=CC=C(C=C1)C 1-cyclopropyl-N-[(4-methylphenyl)methyl]-5-oxopyrrolidine-3-carboxamid